2-((2-trifluoromethylphenyl)amino)-N-(1-methyl-3-(trifluoromethyl)-1H-pyrazol-5-yl)benzamide FC(C1=C(C=CC=C1)NC1=C(C(=O)NC2=CC(=NN2C)C(F)(F)F)C=CC=C1)(F)F